C[Si]([Si](OC)(OC)C)(OC)C 1,1,2-trimethyl-1,2,2-trimethoxydisilane